3-aminobutyl-trimethoxysilane NC(CC[Si](OC)(OC)OC)C